[H-].[Er+3].CC=1C(C2=CC=CC=C2C(C1C(F)(F)F)=O)=S.[H-].[H-] 2-methyl-3-trifluoromethyl-thionaphthoquinone Erbium hydride